2-[1-[5-[[2,6-dioxo-3-piperidinyl]amino]-3-fluoro-2-pyridinyl]-4-hydroxy-4-piperidinyl]acetic acid tert-butyl ester C(C)(C)(C)OC(CC1(CCN(CC1)C1=NC=C(C=C1F)NC1C(NC(CC1)=O)=O)O)=O